2-((1-methylpiperidin-4-yl)oxy)-7-(2-(3,3,3-trifluoropropyl)-7H-pyrrolo[2,3-d]pyrimidin-5-yl)quinoxaline CN1CCC(CC1)OC1=NC2=CC(=CC=C2N=C1)C1=CNC=2N=C(N=CC21)CCC(F)(F)F